6-fluoro-5,7-dimethoxy-9-methyl-1,4-dihydro-1,4-epiminonaphthalene FC=1C(=C2C3C=CC(C2=CC1OC)N3C)OC